2-(1-((2,4,6-tri-tert-butylphenyl)amino)ethyl)-5,7-dihydrospiro[cyclopentapyridin-6,1'-cyclopropan]-7-ol C(C)(C)(C)C1=C(C(=CC(=C1)C(C)(C)C)C(C)(C)C)NC(C)C1=NC2=C(C=C1)CC1(CC1)C2O